pyran-4-carboxylic acid methyl ester hydrochloride Cl.COC(=O)C1=CCOC=C1